ClC=1C=C(C=CC1)[C@H]1C[C@](C(N([C@@H]1C1=CC=C(C=C1)Cl)C1CN(CCC1)CC(F)(F)F)=O)(C)CC(=O)O 2-((3R,3S,5R,6S)-5-(3-chlorophenyl)-6-(4-chlorophenyl)-3-methyl-2-oxo-1'-(2,2,2-trifluoroethyl)-1,3'-bipiperidin-3-yl)acetic acid